The molecule is a 1,3-thiazole compound having a 4-aminobenzenesulfonamido group at the 2-position. It has a role as an antiinfective agent, an environmental contaminant, a xenobiotic, an EC 2.5.1.15 (dihydropteroate synthase) inhibitor and a drug allergen. It is a member of 1,3-thiazoles, a sulfonamide, a substituted aniline and a sulfonamide antibiotic. It derives from a sulfanilamide. C1=CC(=CC=C1N)S(=O)(=O)NC2=NC=CS2